2-(3-fluoro-2-methylphenyl)propan-2-amine hydrochloride Cl.FC=1C(=C(C=CC1)C(C)(C)N)C